(R)-3-[(methoxycarbonyl)amino]pyrrolidine-1-carboxylic acid tert-butyl ester C(C)(C)(C)OC(=O)N1C[C@@H](CC1)NC(=O)OC